5-D-mannosyl-2-thiouracil C1([C@@H](O)[C@@H](O)[C@H](O)[C@H](O1)CO)C=1C(NC(NC1)=S)=O